3-(5-oxo-2-(piperazin-1-yl)-5,7-dihydro-6H-pyrrolo[3,4-b]pyridin-6-yl)piperidine-2,6-dione hydrochloride Cl.O=C1N(CC2=NC(=CC=C21)N2CCNCC2)C2C(NC(CC2)=O)=O